[NH4+].P(=O)(OCCN(CC1=CN=CS1)C(CCCCCCCCC1=CC=C(C=C1)CCC)=O)(O)O 2-{[9-(4-Propylphenyl)nonanoyl] (1,3-thiazol-5-ylmethyl)amino}ethyl dihydrogen phosphate ammonium salt